6-fluoro-3-(1,2,3,6-tetrahydropyridin-4-yl)benzo[d]isoxazole FC1=CC2=C(C(=NO2)C=2CCNCC2)C=C1